CC1(C(=NN(C1(C(=O)N)C)C1=C(C=C(C=C1)F)F)C1=C(C=C(C=C1)F)F)C1=CSC=C1 methyl-1,3-bis(2,4-difluorophenyl)-5-methyl-4-(thiophen-3-yl)-4,5-dihydro-1H-pyrazole-5-carboxamide